3-ethoxypropylpropanol C(C)OCCCC(CC)O